[2-[(2R)-pyrrolidin-2-yl]pyridin-4-yl]cyclopropanesulfonamide trifluoroacetate FC(C(=O)O)(F)F.N1[C@H](CCC1)C1=NC=CC(=C1)C1(CC1)S(=O)(=O)N